tert-butyl N-[4-hydroxy-2-(trifluoromethyl)phenyl]carbamate OC1=CC(=C(C=C1)NC(OC(C)(C)C)=O)C(F)(F)F